C(C)(C)(C)OC(=O)N1C=C(C=2C1=NC=C(N2)C2=CC(=CC(=C2)S(=O)(=O)NC)N2[C@@H](CCC2)C)C=2C=NN(C2)C2CCC(CC2)C (R)-7-(1-(4-methylcyclohexyl)-1H-pyrazol-4-yl)-2-(3-(2-methylpyrrolidin-1-yl)-5-(N-methylaminosulfonyl)phenyl)-5H-pyrrolo[2,3-b]pyrazine-5-carboxylic acid tert-butyl ester